C(#N)C1=C(C=C(C=C1)C1=CC(=CC=2N1N=CN2)NC=O)F N-[5-(4-cyano-3-fluorophenyl)-[1,2,4]triazolo[1,5-a]pyridin-7-yl]carboxamide